tert-butyl (3S)-3-{[6-({4-[4-(morpholin-4-yl)-5-{[2-(trimethylsilyl)ethoxy]methyl}-5H-pyrrolo[3,2-d]pyrimidin-6-yl]phenyl} carbamoyl)pyridin-3-yl]carbamoyl}pyrrolidine-1-carboxylate N1(CCOCC1)C=1C2=C(N=CN1)C=C(N2COCC[Si](C)(C)C)C2=CC=C(C=C2)NC(=O)C2=CC=C(C=N2)NC(=O)[C@@H]2CN(CC2)C(=O)OC(C)(C)C